N-(3-(6-cyano-3-(2,6-dioxopiperidin-3-yl)benzofuran-5-yl)prop-2-yn-1-yl)-5-(8-(7-isopropyl-1,3-dimethyl-2-oxo-2,3-dihydro-1H-benzo[d]imidazol-5-yl)isoquinolin-3-yl)picolinamide C(#N)C1=CC2=C(C(=CO2)C2C(NC(CC2)=O)=O)C=C1C#CCNC(C1=NC=C(C=C1)C=1N=CC2=C(C=CC=C2C1)C1=CC2=C(N(C(N2C)=O)C)C(=C1)C(C)C)=O